C(C)(=O)O[C@H]1[C@@H]2[C@](CC[C@H]1C(C)C)(O2)C (-)-(1S,2R,3R,4S)-1,2-epoxy-1-methyl-4-(1-methylethyl)-cyclohex-3-yl acetate